BrC1=CC(=NC=C1)C=O 4-Bromopyridinecarbaldehyde